octafluorooctadienoic acid FC(C(C(=C(C(=C(C(=O)O)F)F)F)F)(F)F)(C)F